NC(C(C)(O)C)(CC)CC 3-amino-3-ethyl-2-methyl-2-pentanol